FC1=NC(=C(C=C1C#N)F)F 2,5,6-trifluoropyridine-3-carbonitrile